C1(CC1)C1=CC(=NN1)NC1=NC(=NC=C1)N1C2CC(C1)(C2)CS(=O)(=O)C N-(5-Cyclopropyl-1H-pyrazol-3-yl)-2-[4-(methylsulfonylmethyl)-2-azabicyclo[2.1.1]hexan-2-yl]pyrimidin-4-amine